COC=1C(=CC2=C(N(C(=N2)N)C)C1)OCCCN1CCCC1 6-methoxy-1-methyl-5-(3-(pyrrolidin-1-yl)propoxy)-1H-benzo[d]imidazol-2-amine